FC=1C=C(C=C2CCN3C(C12)CCCC3)OC 11-fluoro-9-methoxy-1,3,4,6,7,11b-hexahydro-2H-pyrido[2,1-a]isoquinoline